C1(CC1)COC1=C(C(=O)N2CC3=CC=CC(=C3C2)N(C(\C=C\CN(C)C)=O)C)C(=CC(=C1C)O)O (E)-N-[2-[2-(cyclopropylmethoxy)-4,6-dihydroxy-3-methyl-benzoyl]isoindolin-4-yl]-4-(dimethylamino)-N-methyl-but-2-enamide